C(C1=CC=CC=C1)(C1=CC=CC=C1)(C1=CC=CC=C1)N[C@H](CO)CC (S)-2-(trityl-amino)-butan-1-ol